(R)-N-(4-((3-methoxypyrrolidin-1-yl)methyl)pyridin-2-yl)-6-(5-methyl-1H-pyrazol-4-yl)benzo[d]thiazol-2-amine CO[C@H]1CN(CC1)CC1=CC(=NC=C1)NC=1SC2=C(N1)C=CC(=C2)C=2C=NNC2C